C(CCCCC)C=1C=C2C(=CC(=NC2=CC1)N1CCCCC1)C1=CC=CC=C1 6-hexyl-4-phenyl-2-(piperidin-1-yl)quinoline